N-(3-(2'-Amino-7'-oxo-5'H-spiro[cyclopropane-1,8'-pyrido[4,3-d]pyrimidine]-6'(7'H)-yl)-4-methylphenyl)-4,4,4-trifluorobutanamide NC=1N=CC2=C(N1)C1(C(N(C2)C=2C=C(C=CC2C)NC(CCC(F)(F)F)=O)=O)CC1